2-[[2-(6-oxo-7-oxa-2,5-diazaspiro[3.4]octane-2-carbonyl)-2-azaspiro[3.3]heptan-6-yl]methyl]-5-(trifluoromethyl)benzonitrile O=C1NC2(CN(C2)C(=O)N2CC3(C2)CC(C3)CC3=C(C#N)C=C(C=C3)C(F)(F)F)CO1